ClC1=C(C=2N=C(N=C(C2C(=N1)OC([2H])([2H])[2H])O)SC)F 7-Chloro-8-fluoro-5-(methoxy-d3)-2-(methylthio)pyrido[4,3-d]pyrimidin-4-ol